N1(CCOCC1)C1=CC=C(C=C1)C1(NC(=NC(=N1)NCC1=NC=CC=C1)N)N 4-(4-morpholinylphenyl)-N6-(pyridin-2-ylmethyl)-1,3,5-triazine-2,4,6-triamine